(Z,E)-tetradec-9,12-dienyl acetate C(C)(=O)OCCCCCCCC\C=C/C\C=C\C